methyl-2'-deoxy-cytidine C[C@@]1(C[C@H](O)[C@@H](CO)O1)N1C(=O)N=C(N)C=C1